C(C)OC(C(C1CC2(OCCO2)CCO1)(F)F)=O 2,2-difluoro-2-(1,4,8-trioxaspiro[4.5]dec-7-yl)acetic acid ethyl ester